N-allyl-thiourea C(C=C)NC(=S)N